(1R,2R,3S)-N-(7-chloro-6-(1-((3S,4S)-4-hydroxy-3-methyltetrahydrofuran-3-yl)piperidin-4-yl)isoquinolin-3-yl)-2-methyl-3-(pyridin-2-yl)cyclopropane-1-carboxamide ClC1=C(C=C2C=C(N=CC2=C1)NC(=O)[C@@H]1[C@@H]([C@@H]1C1=NC=CC=C1)C)C1CCN(CC1)[C@]1(COC[C@H]1O)C